N,N'-bis-(β-hydroxyethyl)-N,N'-bis-(4-aminophenyl)tetramethylenediamine OCCN(CCCCN(C1=CC=C(C=C1)N)CCO)C1=CC=C(C=C1)N